4-octyloxyphenyl-2,4,6-trimethoxyphenyliodonium hexafluorophosphate F[P-](F)(F)(F)(F)F.C(CCCCCCC)OC1=CC=C(C=C1)[I+]C1=C(C=C(C=C1OC)OC)OC